1-bromo-2-iodo-3-fluorobenzene BrC1=C(C(=CC=C1)F)I